ClN(C1=CC(=CC=C1)C)S(=O)(=O)C1=NN2C(N=C(C(=C2OC)Cl)OC)=N1 dichloro-5,7-dimethoxy-3'-methyl-[1,2,4]triazolo[1,5-a]pyrimidine-2-sulfonanilide